FC(COC1=C(C=CC=C1)C=1C(C(=CN(N1)CC(F)F)C(=O)O)=O)F 6-[2-(2,2-difluoroethoxy)phenyl]-2-(2,2-difluoroethyl)-5-oxo-2,5-dihydropyridazine-4-carboxylic Acid